1-(2-pyrimidyl)-6-methoxyindole N1=C(N=CC=C1)N1C=CC2=CC=C(C=C12)OC